[N-](S(=O)(=O)C(F)(F)F)S(=O)(=O)C(F)(F)F.[N-](S(=O)(=O)C(F)(F)F)S(=O)(=O)C(F)(F)F.C(CCC)N1CN(C=C1)C 1-butyl-3-methylimidazole bis(trifluoromethanesulfonimide) salt